BrC=1C=C2C(=C(C(=NC2=CC1)C1=CC=CC=C1)C1=CC=CC=C1)N(S(=O)(=O)C)S(=O)(=O)C N-(6-bromo-2,3-diphenylquinolin-4-yl)-N-(methylsulfonyl)methane-sulfonamide